3,3-bis(4-methoxyphenyl)-7-methoxy-11-phenyl-13-(2-hydroxycarbonylethyl)carboxy-13-methyl-3H,13H-indeno[2',3':3,4]naphtho[1,2-b]pyran COC1=CC=C(C=C1)C1(C=C(C2=C(O1)C=1C=CC(=CC1C1=C2C(C2=CC(=CC=C21)C2=CC=CC=C2)(C)CCC(=O)O)OC)C(=O)O)C2=CC=C(C=C2)OC